7-(4-((4-(methylsulfonyl)piperidin-1-yl)methyl)phenyl)-1-phenyl-3,6-dihydroimidazo[4,5-d]pyrrolo[2,3-b]pyridin-2(1H)-one CS(=O)(=O)C1CCN(CC1)CC1=CC=C(C=C1)C1=CC=2C(=NC=C3C2N(C(N3)=O)C3=CC=CC=C3)N1